ClC1=C(C(=CC=C1)C)C1=NOC(=C1CO[C@H]1[C@@H]2CN([C@H](C1)C2)C=2SC1=C(N2)C(=CC(=C1)C(=O)O)C1CCOCC1)C1CC1 2-((1S,4S,5R)-5-((3-(2-chloro-6-methylphenyl)-5-cyclopropylisoxazol-4-yl)methoxy)-2-azabicyclo[2.2.1]heptan-2-yl)-4-(tetrahydro-2H-pyran-4-yl)benzo[d]thiazole-6-carboxylic acid